5-(3-(piperidine-1-carbonyl)pyrazolo[1,5-a]pyridin-7-yl)-N-(thiazol-5-ylmethyl)nicotinamide N1(CCCCC1)C(=O)C=1C=NN2C1C=CC=C2C=2C=NC=C(C(=O)NCC1=CN=CS1)C2